OC=1C(=C(C(=NC1C)NC(=O)C=1OC2=C(C1)C=CC=C2)C)C N-(5-hydroxy-3,4,6-trimethylpyridin-2-yl)benzofuran-2-carboxamide